[Cl-].C(C)C1CCC(CC1)[NH3+] 4-ethylcyclohexane-1-aminium chloride